C(=C\C1=CC=CC=C1)/C=1NC=CN1 (E)-2-styryl-1H-imidazole